O1CCOC12CC=C(CC2)C2=C(CNCCC1(OC3(OCC1)CC1CC1C3)C3=NC=CC=C3)C=CC=C2 N-(2-(1,4-dioxaspiro[4.5]dec-7-en-8-yl)benzyl)-2-(4'-(pyridin-2-yl)tetrahydrooxaspiro[bicyclo[3.1.0]hexane-3,2'-pyran]-4'-yl)ethylamine